O[C@@H](C(=O)OCC)[C@H]([C@@H]([C@H](C(=O)OC)O)O)O 1-ethyl 6-methyl (2R,3S,4S,5R)-2,3,4,5-tetrahydroxyhexanedioate